(3-methylimidazo[1,2-b]pyridazin-6-yl)-N-(tetrahydro-2H-pyran-4-yl)-7H-pyrrolo[2,3-d]pyrimidin-2-amine CC1=CN=C2N1N=C(C=C2)C=2C1=C(N=C(N2)NC2CCOCC2)NC=C1